6-(7-methoxy-6-(1-(trifluoromethyl)cyclopropyl)imidazo[1,2-a]pyridin-3-yl)-N-((2S,4S)-2-methylpiperidin-4-yl)pyridin-2-amine COC1=CC=2N(C=C1C1(CC1)C(F)(F)F)C(=CN2)C2=CC=CC(=N2)N[C@@H]2C[C@@H](NCC2)C